8-hydroxybenzoquinoline OC=1C=CC=2C(=CC=C3C=CC=NC23)C1